C1(=CC=CC=C1)COCC=O 2-(phenylmethoxy)acetaldehyde